(R)-N-(3-cyanooxetan-3-yl)-3-(4-cyanophenethyl)-1-(2-(pyridin-2-yl)propan-2-yl)pyrrolidine-3-sulfonamide C(#N)C1(COC1)NS(=O)(=O)[C@]1(CN(CC1)C(C)(C)C1=NC=CC=C1)CCC1=CC=C(C=C1)C#N